(Z)-5-((2-bromothiophen-3-yl)methylene)-4H-cyclopenta[b]thiophene-4,6(5H)-dione BrC=1SC=CC1\C=C/1\C(C2=C(SC=C2)C1=O)=O